5,6-difluoro-1-indenone FC=1C=C2C=CC(C2=CC1F)=O